C(C)(C)(C)OC(=O)N(C=1SC(=C(N1)C(=O)OCC)NC(=O)OC(C)(C)C)C1CCN(CC1)C ethyl 2-((tert-butoxycarbonyl)(1-methylpiperidin-4-yl)amino)-5-((tert-butoxycarbonyl)amino)thiazole-4-carboxylate